N-((1S,3R)-3-((2'-(benzyloxy)-3',4,6'-trifluoro-[1,1'-biphenyl]-3-yl)methyl)-3-(4-(chloromethyl)oxazol-2-yl)cyclopentyl)methanesulfonamide C(C1=CC=CC=C1)OC1=C(C(=CC=C1F)F)C1=CC(=C(C=C1)F)C[C@]1(C[C@H](CC1)NS(=O)(=O)C)C=1OC=C(N1)CCl